N-(2-((5-chloro-2-((6-(3-(dimethylamino)pyrrolidin-1-yl)-2-methoxypyridin-3-yl)amino)pyrimidin-4-yl)amino)-5-fluorophenyl)methanesulfonamide ClC=1C(=NC(=NC1)NC=1C(=NC(=CC1)N1CC(CC1)N(C)C)OC)NC1=C(C=C(C=C1)F)NS(=O)(=O)C